ClC=1C=C2C(=NC(N3C2=C(C1C1=C(C=C(C(=C1)Cl)F)F)SC[C@@H](C3)OC)=O)N3[C@H](CN(CC3)C(=O)[O-])C (S)-4-((3R)-10-chloro-11-(5-chloro-2,4-difluorophenyl)-3-methoxy-6-oxo-3,4-dihydro-2H,6H-[1,4]thiazepino[2,3,4-ij]quinazolin-8-yl)-3-methylpiperazine-1-carboxylate